4-(4,4-diethyl-2-imino-6-oxo-hexahydropyrimidin-1-yl)-N6-[(3S,4R)-3-hydroxy-3-methyl-chroman-4-yl]-N2,N2-dimethyl-chromane-2,6-dicarboxamide C(C)C1(NC(N(C(C1)=O)C1CC(OC2=CC=C(C=C12)C(=O)N[C@H]1[C@](COC2=CC=CC=C12)(C)O)C(=O)N(C)C)=N)CC